(S)-N-(4-AMINO-3,4-DIOXO-1-PHENYLBUTAN-2-YL)-2-PHENYLTHIOPHENE-3-CARBOXAMIDE NC(C([C@H](CC1=CC=CC=C1)NC(=O)C1=C(SC=C1)C1=CC=CC=C1)=O)=O